(1R,2R,3aS,10aR)-2-hydroxy-1-[(1E,4S)-4-hydroxy-4-methyl-1,7-octadien-1-yl]-5-methyl-2,3,3a,9,10,10a-hexahydro-1H-benzo[b]cyclopenta[f]oxepin-6-carboxylic acid O[C@@H]1C[C@H]2[C@H](CCC3=C(O2)C(=C(C=C3)C(=O)O)C)[C@H]1\C=C\C[C@@](CCC=C)(C)O